O=C1CCNCC1 4-oxopiperidin